3-(2-[7-Fluoro-[1,2,4]triazolo[1,5-a]pyridin-6-yl]ethynyl)-1-[(3S,5R)-5-(methoxymethyl)-1-(prop-2-enoyl)pyrrolidin-3-yl]-5-(methylamino)pyrazole-4-carboxamide FC1=CC=2N(C=C1C#CC1=NN(C(=C1C(=O)N)NC)[C@@H]1CN([C@H](C1)COC)C(C=C)=O)N=CN2